C(#N)C=1C=C(C=NC1N1C=CC=C1)NC(=O)C=1C=NN(C1C(F)(F)F)C1=C2C=CC=NC2=CC=C1 N-(5-cyano-6-(1H-pyrrol-1-yl)pyridin-3-yl)-1-(quinolin-5-yl)-5-(trifluoromethyl)-1H-pyrazole-4-carboxamide